5-benzyl-N-((7S,7aS,8aR)-5-methyl-6-oxo-5,6,7,7a,8,8a-hexahydrocyclopropa[d]pyrazino[2,3-b]azepin-7-yl)-1,3,4-oxadiazole-2-carboxamide C(C1=CC=CC=C1)C1=NN=C(O1)C(=O)N[C@H]1[C@@H]2[C@H](C3=C(N(C1=O)C)N=CC=N3)C2